CN(CCC(C1=CC(=CC=C1)OC)N1C=NC2=CC=C(C=C2C1=O)C=1C=NN(C1)C1OCCCC1)C 3-(3-(dimethylamino)-1-(3-methoxyphenyl)propyl)-6-(1-(tetrahydro-2H-pyran-2-yl)-1H-pyrazol-4-yl)quinazolin-4(3H)-one